C1=C(C=CC2=CC=CC=C12)C(C(=O)O)=O 2-(naphthalene-2-yl)-2-oxoacetic acid